((2S,3R,6R)-2,6-Dimethyl-3-(((5-(trifluoromethyl)pyrimidin-2-yl)amino)methyl)morpholino)(4-(5-fluoropyrimidin-2-yl)-1-methyl-5-(methyl-d3)-1H-pyrazol-3-yl)methanone C[C@@H]1O[C@@H](CN([C@@H]1CNC1=NC=C(C=N1)C(F)(F)F)C(=O)C1=NN(C(=C1C1=NC=C(C=N1)F)C([2H])([2H])[2H])C)C